4-(2-chloro-4-(4-methoxybenzoyl)phenylthio)phenyldiphenylsulfonium hexa-fluoroantimonate F[Sb-](F)(F)(F)(F)F.ClC1=C(C=CC(=C1)C(C1=CC=C(C=C1)OC)=O)SC1=CC=C(C=C1)[S+](C1=CC=CC=C1)C1=CC=CC=C1